C(C)(C)(C)OC(=O)N[C@H](C(=O)O)CCN(C1C(C1)CCC1=NC=2NCCCC2C=C1)C (2S)-2-((tert-butoxycarbonyl)amino)-4-(methyl(2-(2-(5,6,7,8-tetrahydro-1,8-naphthyridin-2-yl)ethyl)cyclopropyl)amino)butanoic acid